2,6-bis((S)-4-(4-bromophenyl)-4,5-dihydrooxazol-2-yl)pyridine tertbutyl-N-[(1R,3S)-3-hydroxy-1-methyl-butyl]carbamate C(C)(C)(C)OC(N[C@@H](C[C@H](C)O)C)=O.BrC1=CC=C(C=C1)[C@@H]1N=C(OC1)C1=NC(=CC=C1)C=1OC[C@@H](N1)C1=CC=C(C=C1)Br